(R,E)-N-((1,2,3,5,6,7-hexahydro-s-indacen-4-yl)carbamoyl)-2-(1-(2-(methylthio)ethyl)pyrrolidin-2-yl)ethene-1-sulfonamide C1CCC2=C(C=3CCCC3C=C12)NC(=O)NS(=O)(=O)\C=C\[C@@H]1N(CCC1)CCSC